6Z-nondienal C(C=CC=CCCCC)=O